[3,5-difluoro-4-(trifluoromethyl)phenyl]boronic acid FC=1C=C(C=C(C1C(F)(F)F)F)B(O)O